[Na].CN(CCS(=O)(=O)O)CCCCCCCC\C=C/CCCCCCCC Methyl-oleyl-taurine Sodium